[4-[4-(pentafluoro-lambda6-sulfanyl)phenyl]sulfonylmorpholin-2-yl]benzothiophene-2-carboxamide nickel sulfate S(=O)(=O)([O-])[O-].[Ni+2].FS(C1=CC=C(C=C1)S(=O)(=O)N1CC(OCC1)C1=C(SC2=C1C=CC=C2)C(=O)N)(F)(F)(F)F